1-[4-(1-hydroxycyclohexanecarbonyl)phenyl]prop-2-en-1-one OC1(CCCCC1)C(=O)C1=CC=C(C=C1)C(C=C)=O